5-((1-(tert-butoxycarbonyl)piperidin-4-ylidene)methyl)-8-fluoro-3,4-dihydroisoquinoline-2(1H)-carboxylic acid benzyl ester C(C1=CC=CC=C1)OC(=O)N1CC2=C(C=CC(=C2CC1)C=C1CCN(CC1)C(=O)OC(C)(C)C)F